3-(2,2,2-trifluoroethoxy)phenoxathiin-10,10-dioxide FC(COC=1C=CC=2S(C3=CC=CC=C3OC2C1)(=O)=O)(F)F